FC1=C(C=CC=C1F)C1=C(C(=CC=C1)/C=C/C=1C=C(CNC(C(=O)O)(CO)C)C=CC1C(F)(F)F)C (E)-2-(3-(2-(2',3'-difluoro-2-methylbiphenyl-3-yl)vinyl)-4-(trifluoromethyl)benzylamino)-3-hydroxy-2-methylpropanoic acid